C(C)(C)(C)C=1C=C(C=C(C1O)C)CCC(=O)OCC(C)(C)C1OCC2(CO1)COC(OC2)C(COC(CCC2=CC(=C(C(=C2)C)O)C(C)(C)C)=O)(C)C 3,9-Bis[2-{3-(3-tert-butyl-4-hydroxy-5-methylphenyl)propionyloxy}-1,1-dimethylethyl]-2,4,8,10-tetraoxaspiro[5.5]undecan